iron-nickel-chromium-aluminium [Al].[Cr].[Ni].[Fe]